(R)-2-(((4-(2-azidopropan-2-yl)-6-chloro-2,7-naphthyridin-1-yl)oxy)methyl)pyrrolidine-1-carboxylic acid tert-butyl ester C(C)(C)(C)OC(=O)N1[C@H](CCC1)COC1=NC=C(C2=CC(=NC=C12)Cl)C(C)(C)N=[N+]=[N-]